4-(4-(difluoromethoxy)phenyl)-6-ethoxy-2-(2-methyl-2H-indazol-5-yl)pyrido[3,2-c]pyridazin-3(2H)-one FC(OC1=CC=C(C=C1)C1=C2C(=NN(C1=O)C1=CC3=CN(N=C3C=C1)C)C=CC(=N2)OCC)F